C(=CC1=CC=CC=C1)C1=C(C=CC=C1)C=CC1=CC=CC=C1 bisstyryl-benzene